NC=1C=C(C=CC1)S(=O)(C)=N (3-aminophenyl)-(imino)(methyl)-λ6-sulfanone